C(C)(=O)C1=NN(C2=CC=C(C=C12)C=1C=NC(=NC1)C)CC(=O)N1[C@@H]2C[C@H]2C[C@H]1C(=O)NC/C(=C(\C)/C1=C(C=CC=C1)Cl)/F |&1:25| (1R,3S,SR)-2-(2-(3-Acetyl-5-(2-methylpyrimidin-5-yl)-1H-indazol-1-yl)acetyl)-N-((Z)-3-(2-chlorophenyl)-2-fluorobut-2-en-1-yl)-2-azabicyclo[3.1.0]hexane-3-carboxamide